The molecule is a sesquiterpenoid that is (S)-beta-macrocarpen-15-ol in which the hydroxy group has been oxidised to an aldehyde group. The second step in the biosynthesis of the sesquiterpene phytoalexin zealexin A1 from (S)-beta-macrocarpene in maize. It is a sesquiterpenoid and an aldehyde. It derives from a (S)-beta-macrocarpen-15-ol. CC1(CCC=C(C1)[C@H]2CCC(=CC2)C=O)C